4-[(5-chloro-4-{3-oxo-2-[2-oxo-2-(1,2,3,4-tetrahydroisoquinolin-2-yl)ethyl]-2,3-dihydro-1H-isoindol-5-yl}pyrimidin-2-yl)amino]piperidine-1-carboxylic acid tert-butyl ester C(C)(C)(C)OC(=O)N1CCC(CC1)NC1=NC=C(C(=N1)C=1C=C2C(N(CC2=CC1)CC(N1CC2=CC=CC=C2CC1)=O)=O)Cl